N-(4-(2-(7-isobutyl-3,4-dihydroquinolin-1(2H)-yl)ethyl)phenyl)acetamide C(C(C)C)C1=CC=C2CCCN(C2=C1)CCC1=CC=C(C=C1)NC(C)=O